N[C@H](CC(=O)O)CN1N=C(N=N1)C1=CC=C(C=C1)OCCC1=CC=CC=C1 (R)-3-amino-4-(5-(4-phenethoxyphenyl)-2H-tetrazol-2-yl)butanoic acid